5-(2-(((3R,4S)-1-((1H-pyrazol-4-yl)sulfonyl)-3-methylpiperidin-4-yl)amino)-5-(trifluoromethyl)pyrimidin-4-yl)thiophene-3-carboxamide N1N=CC(=C1)S(=O)(=O)N1C[C@H]([C@H](CC1)NC1=NC=C(C(=N1)C1=CC(=CS1)C(=O)N)C(F)(F)F)C